2-(2,6-dioxopiperidin-3-yl)-3-oxo-7-phenylisoindoline-4-carbonitrile O=C1NC(CCC1N1CC=2C(=CC=C(C2C1=O)C#N)C1=CC=CC=C1)=O